COC1=CC=C2C=CN=C(C2=C1)OCC1NC(CC1)=O 7-methoxy-1-((5-oxopyrrolidin-2-yl)methoxy)isoquinolin